FC1=CC=C(C=2N(C(=NC21)C=2C(=NON2)N)CC2=CC=NC=C2)F 4-(4,7-difluoro-1-(pyridin-4-ylmethyl)-benzimidazol-2-yl)-1,2,5-oxadiazol-3-amine